tert-butyl (1-((3-((4-(3-(2,4-dioxotetrahydropyrimidin-1(2H)-yl)-1-methyl-1H-indazol-6-yl)-piperidin-1-yl)methyl)phenyl)sulfonyl)piperidin-4-yl)carbamate O=C1N(CCC(N1)=O)C1=NN(C2=CC(=CC=C12)C1CCN(CC1)CC=1C=C(C=CC1)S(=O)(=O)N1CCC(CC1)NC(OC(C)(C)C)=O)C